OC1(CC(C1)C(=O)N1CC2(C1)CC(C2)CC2=CC(=C(C=C2)C(F)(F)F)C)C ((1s,3s)-3-hydroxy-3-methylcyclobutyl)(6-(3-methyl-4-(trifluoromethyl)benzyl)-2-azaspiro[3.3]hept-2-yl)methanone